1,3-cyclohexane-dicarboxylate C1(CC(CCC1)C(=O)[O-])C(=O)[O-]